4-(2,5-dichlorophenyl)-5-methyl-2-(3-thienylmethyl)imidazole ClC1=C(C=C(C=C1)Cl)C=1N=C(NC1C)CC1=CSC=C1